C1C(CC(CC1C(=O)O)C(=O)O)C(=O)O (1α,3α,5α)-1,3,5-cyclohexanetricarboxylic acid